3-(PROP-2-YN-1-YLAMINO)PROPANOIC ACID C(C#C)NCCC(=O)O